C(=O)O.N[C@@H]1C[C@@H](CC1)C(=O)N1CCN(CC1)C(=O)C1=C(C=C(C=C1)NC=1C=2N(C=CN1)C(=CN2)C=2C(=NNC2)C(F)(F)F)Cl [4-[(1R,3S)-3-aminocyclopentanecarbonyl]piperazin-1-yl]-[2-chloro-4-[[3-[3-(trifluoromethyl)-1H-pyrazol-4-yl]imidazo[1,2-a]pyrazin-8-yl]amino]phenyl]methanone formate